COC1=CC(=C(C(=C1)OC)C1=C(C=C(C=C1OC)OC)P(C1CCCCC1)C1CCCCC1)P(C1CCCCC1)C1CCCCC1 (1S)-(4,4',6,6'-Tetramethoxy-[1,1'-biphenyl]-2,2'-diyl)bis(dicyclohexylphosphane)